FC=1C=CC(=C(CNC=2C=C3C(=NN(C3=CC2)C2OCCCC2)C(=O)NC)C1)OC(C)C 5-((5-fluoro-2-isopropoxybenzyl)amino)-N-methyl-1-(tetrahydro-2H-pyran-2-yl)-1H-indazole-3-carboxamide